2-((4-chloro-1-naphthalenyl)oxy)-N-((1R,2R,4S)-7-cyano-7-azabicyclo[2.2.1]heptan-2-yl)acetamide ClC1=CC=C(C2=CC=CC=C12)OCC(=O)N[C@H]1[C@H]2CC[C@@H](C1)N2C#N